N-(5-cyclopropyl-1,3-thiazol-2-yl)-2-[1-(pyridin-2-yl)-1H-pyrazol-3-yl]acetamide C1(CC1)C1=CN=C(S1)NC(CC1=NN(C=C1)C1=NC=CC=C1)=O